C1(CC1)C=1C=CC(=NC1)C=1N=C2C(=NC1)N=C(S2)NC([O-])=O 6-(5-cyclopropylpyridin-2-yl)thiazolo[4,5-b]pyrazin-2-ylcarbamate